N-ethyl-3-(1,2,5-trimethyl-1H-indol-3-yl)propanamide C(C)NC(CCC1=C(N(C2=CC=C(C=C12)C)C)C)=O